ClC=1C=CC(=NC1)CC1CCC2(CN(C2)C(=O)N2CC3(C2)NC(CC3)=O)CC1 2-[7-[(5-chloro-2-pyridyl)methyl]-2-azaspiro[3.5]nonane-2-carbonyl]-2,5-diazaspiro[3.4]octan-6-one